ClC1=C(C=C(C=C1)F)C1NC(C2=C1C(=CC1=C(N(N=C21)C)CCC(F)(F)F)NC(C2=CC(=CC(=C2)C(F)(F)F)F)=O)=O N-(6-(2-chloro-5-fluorophenyl)-2-methyl-8-oxo-3-(3,3,3-trifluoropropyl)-2,6,7,8-tetrahydropyrrolo[3,4-g]indazol-5-yl)-3-fluoro-5-(trifluoromethyl)benzamide